O=C1NC2=CC=C(C=C2C12CCN(CC2)CCOC=2C=C1C(=NC2)N(N=C1)C1CC(C1)(C)O)C#N 2-oxo-1'-[2-({1-[(trans)-3-hydroxy-3-methylcyclobutyl]-1H-pyrazolo[3,4-b]pyridin-5-yl}oxy)ethyl]-1,2-dihydrospiro[indole-3,4'-piperidine]-5-carbonitrile